4-(cyclohex-1-en-1-ylethynyl)-4-methoxypiperidine hydrochloride Cl.C1(=CCCCC1)C#CC1(CCNCC1)OC